1-(1-(piperidin-4-yl)-1H-indol-6-yl)dihydropyrimidine-2,4(1H,3H)-dione N1CCC(CC1)N1C=CC2=CC=C(C=C12)N1C(NC(CC1)=O)=O